trans-1-benzhydryl-3-(oxetan-3-yl)aziridine-2-carboxylic acid ethyl ester C(C)OC(=O)[C@@H]1N([C@H]1C1COC1)C(C1=CC=CC=C1)C1=CC=CC=C1